ClC=1C=CC=C2C=CC(=NC12)NC=1C=NC(=CC1)C1(CC1)C(F)(F)F 8-chloro-N-(6-(1-(trifluoromethyl)cyclopropyl)pyridin-3-yl)quinolin-2-amine